ClC/C=C/C(=O)NC1=C(C=C(C=C1F)C(=O)C1=CC=C2C(=CC=CN12)C1=CC2=C(N(C(=N2)C)C)C=C1C(F)(F)F)F (E)-4-chloro-N-(4-(8-(1,2-dimethyl-6-(trifluoromethyl)-1H-benzo[d]imidazol-5-yl)indolizine-3-carbonyl)-2,6-difluorophenyl)but-2-enamide